N-{3-fluorobicyclo[1.1.1]pentan-1-yl}-1-methyl-7-(trifluoromethyl)pyrrolo[2,3-c]pyridine-2-carboxamide FC12CC(C1)(C2)NC(=O)C2=CC=1C(=C(N=CC1)C(F)(F)F)N2C